C(CCC)C1=CC(=NC=C1)C1=NC=CC(=C1)CCC[N+](C)(C)C 4-butyl-4'-trimethylammoniopropyl-bipyridyl